BrCC[C@H]1CC(CCC1)=O (R)-3-(2-bromoethyl)cyclohexan-1-one